FC1=C(C=CC(=C1)OC(F)(F)F)CN1C[C@@H](N(C[C@H]1C)C1=CC(N(C=2C=CC(=NC12)C#N)C)=O)C 8-[(2S,5R)-4-{[2-fluoro-4-(trifluoromethoxy)phenyl]methyl}-2,5-dimethylpiperazin-1-yl]-5-methyl-6-oxo-5,6-dihydro-1,5-naphthyridine-2-carbonitrile